CN(CCCCC=C(CCCCCCCC\C=C/CC=CCCCCC)CCCCCCCC\C=C/C\C=C/CCCCC)C (Z)-N,N-dimethyl-6-((9Z,12Z)-octadeca-9,12-dien-1-yl)tetracosa-5,15,18-trien-1-amine